2-(2-Hydroxyphenyl)-5-Methylthiazol-4-ol OC1=C(C=CC=C1)C=1SC(=C(N1)O)C